(13S)-15-(2,6-difluorophenyl)-13-methyl-3-oxa-9-thia-11,14-diazatricyclo[8.5.0.02,8]pentadeca-1(10),2(8),14-triene-12-thione FC1=C(C(=CC=C1)F)C1=N[C@H](C(NC=2SC=3CCCCOC3C12)=S)C